5-(2-(ethylamino)pyridin-3-yl)-1-isopropyl-3-methyl-N-((1-methyl-1H-pyrazol-4-yl)methyl)-1H-pyrazolo[4,3-b]pyridin-7-amine C(C)NC1=NC=CC=C1C1=CC(=C2C(=N1)C(=NN2C(C)C)C)NCC=2C=NN(C2)C